N,N'-bis(2,6-diisopropylphenyl)-5-(9-anthryl)acenaphthylene-1,2-diimine C(C)(C)C1=C(C(=CC=C1)C(C)C)N=C1C(C2=CC=C(C3=CC=CC1=C23)C=2C3=CC=CC=C3C=C3C=CC=CC23)=NC2=C(C=CC=C2C(C)C)C(C)C